4-bromo-9-(4-(tert-butyl)phenyl)-9-phenyl-9H-fluorene BrC1=CC=CC=2C(C3=CC=CC=C3C12)(C1=CC=CC=C1)C1=CC=C(C=C1)C(C)(C)C